benzyl 6-oxa-5-thia-4-azaspiro[2.4]heptane-4-carboxylate 5,5-dioxide C1CC12N(S(OC2)(=O)=O)C(=O)OCC2=CC=CC=C2